3,4-dihydro-6-hydroxy-quinolinone OC=1C=C2CCC(NC2=CC1)=O